N-(3-(4-(3-(DIISOBUTYLAMINO)PROPYL)PIPERAZIN-1-YL)PROPYL)-1H-BENZO[d]IMIDAZOL-2-AMINE C(C(C)C)N(CCCN1CCN(CC1)CCCNC1=NC2=C(N1)C=CC=C2)CC(C)C